(4-(4-(tert-butyl)benzyl)piperazin-1-yl)(phenyl)methanone hydrochloride Cl.C(C)(C)(C)C1=CC=C(CN2CCN(CC2)C(=O)C2=CC=CC=C2)C=C1